FC=1C=NN(C1)C1=CC=C(C=N1)S(=O)(=O)NC=1C=CC=C2C=NN(C12)C 6-(4-FLUORO-1H-PYRAZOL-1-YL)-N-(1-METHYL-1H-INDAZOL-7-YL)PYRIDINE-3-SULFONAMIDE